NC1=C(C=CC=C1)C1=NC(=NC(=N1)C1=C(C=CC=C1)N)C1=C(C=CC=C1)N 2,4,6-tri(aminophenyl)-1,3,5-triazine